7-amino-2,3-dihydro-1H-inden-1-one NC=1C=CC=C2CCC(C12)=O